((4r,5s,7r,8r,9s,10r)-8,10-dihydroxy-7-(hydroxymethyl)-9-(4-(3,4,5-trifluorophenyl)-1H-1,2,3-triazol-1-yl)-1,6-dioxaspiro[4.5]dec-4-yl)-2-naphthamide O[C@H]1[C@H](O[C@@]2([C@H](CCO2)C2=C(C=CC3=CC=CC=C23)C(=O)N)[C@@H]([C@H]1N1N=NC(=C1)C1=CC(=C(C(=C1)F)F)F)O)CO